COC=1C=C(C=CC1NCC#CC=1N(C2=CC=CC(=C2C1)NC1CCN(CC1)C)CC(F)(F)F)C(=O)NCCOCCOCCOCCNC(C)=O N-[2-(2-{2-[2-({3-methoxy-4-[(3-{4-[(1-methylpiperidin-4-yl)amino]-1-(2,2,2-trifluoroethyl)-1H-indol-2-yl}prop-2-yn-1-yl)amino]phenyl}formamido)ethoxy]ethoxy}ethoxy)ethyl]acetamide